(S)-2-((4-(4-benzyl-3,4-dihydro-2H-pyrido[3,2-b][1,4]oxazin-6-yl)piperazin-1-yl)methyl)-1-(oxetan-2-ylmethyl)-1H-benzo[d]imidazole-6-carboxylic acid C(C1=CC=CC=C1)N1C2=C(OCC1)C=CC(=N2)N2CCN(CC2)CC2=NC1=C(N2C[C@H]2OCC2)C=C(C=C1)C(=O)O